sulfur Hexafluoroantimonate F[Sb-](F)(F)(F)(F)F.[S+2].F[Sb-](F)(F)(F)(F)F